(R)-4-(2-azidobutan-2-yl)-6-chloro-1-methoxy-2,7-naphthyridine N(=[N+]=[N-])[C@](C)(CC)C1=CN=C(C2=CN=C(C=C12)Cl)OC